ClC=1C(=C(C(=C(C1OC=1C2=C(C(NN1)=O)C(CC2)C)Cl)[2H])N2N=C(C(NC2=O)=O)C#N)[2H] 2-(3,5-dichloro-4-((7-methyl-1-oxo-2,5,6,7-tetrahydro-1H-cyclopenta[d]pyridazin-4-yl)oxy)phenyl-2,6-d2)-3,5-dioxo-2,3,4,5-tetrahydro-1,2,4-triazine-6-carbonitrile